CC1CNC2=C(O1)C=C(C=C2)C(=O)N 2-methyl-3,4-dihydro-2H-benzo[b][1,4]oxazine-7-carboxamide